C(CCCCC)C1=CC=C(S1)C=1SC=CC1 5-hexyl-2,2'-bithiophene